4-Fluoro-N-(1-(1-((R)-4-(hydroxyamino)-1-(naphthalin-2-yl)-4-oxobutan-2-yl)-1H-1,2,3-triazol-4-yl)ethyl)benzamid FC1=CC=C(C(=O)NC(C)C=2N=NN(C2)[C@H](CC2=CC3=CC=CC=C3C=C2)CC(=O)NO)C=C1